guanosine-boric acid B(O)(O)O.[C@@H]1([C@H](O)[C@H](O)[C@@H](CO)O1)N1C=NC=2C(=O)NC(N)=NC12